2-((2S,4S)-4-(6-fluoro-7-(7-fluoroquinolin-8-yl)-8-methyl-4-((S)-1-((S)-1-methylpyrrolidin-2-yl)ethoxy)-1H-[1,2,3]triazolo[4,5-c]quinolin-1-yl)piperidin-2-yl)acetonitrile FC1=C(C(=CC=2C3=C(C(=NC12)O[C@@H](C)[C@H]1N(CCC1)C)N=NN3[C@@H]3C[C@H](NCC3)CC#N)C)C=3C(=CC=C1C=CC=NC31)F